C(C)(C)(C)N1N=C(C(=C1C)O)C1=CC(=CC=C1)Br 1-(tert-butyl)-3-(3-bromophenyl)-5-methyl-pyrazol-4-ol